2-[(4-cyano)-phenylalanyl]-3-(4-nitrophenyl)-propionic acid C(#N)C1=CC=C(C[C@H](N)C(=O)C(C(=O)O)CC2=CC=C(C=C2)[N+](=O)[O-])C=C1